6-methoxy-3-methyl-4-(6-morpholino-1-(tetrahydrofuran-3-yl)-1H-benzo[d]imidazol-2-yl)benzene-1,2-diol COC=1C=C(C(=C(C1O)O)C)C1=NC2=C(N1C1COCC1)C=C(C=C2)N2CCOCC2